OCCCNC1=CC=C(C=C1)N N-(3-hydroxypropyl)-para-phenylenediamine